ClC1=C(C=CC(=C1NC=1C(=C2C(N(C=NC2=CC1)C)=O)F)F)NS(=O)(=O)N1CC(C1)OC(F)F N-(2-chloro-4-fluoro-3-((5-fluoro-3-methyl-4-oxo-3,4-dihydroquinazolin-6-yl)amino)phenyl)-3-(difluoromethoxy)azetidine-1-sulfonic acid amide